methyl 2-(bromomethyl)-5-chloro-3-iodobenzoate BrCC1=C(C(=O)OC)C=C(C=C1I)Cl